ClC=1C=C(C(=C2C(N(CC12)[C@H]1C(NC(CC1)=O)=O)=O)F)CNC(OC1CC(C1)N1C(CCC1)C(F)(F)F)=O (1r,3r)-3-(2-(trifluoromethyl)pyrrolidin-1-yl)cyclobutyl ((7-chloro-2-(2,6-dioxopiperidin-3-yl)-4-fluoro-3-oxoisoindolin-5-yl)methyl)carbamate